C(C)(C)O[N]OC(C)C diisopropyl-oxynitrogen